2-(2-((tert-butoxycarbonyl)-amino)thiazol-4-yl)-2-oxoacetic acid C(C)(C)(C)OC(=O)NC=1SC=C(N1)C(C(=O)O)=O